1,1,3,3-tetrachloro-1,3-divinyldisilazane Cl[Si](N[Si](C=C)(Cl)Cl)(C=C)Cl